BrC1=CC(=C2CCC=NC2=C1)Cl 7-bromo-5-chloro-3,4-dihydroquinolin